N-(1-(2-(cyclopropanesulfonylamino)thiazol-4-yl)propyl)-4-(5-(trifluoromethyl)pyridin-3-yl)benzamide C1(CC1)S(=O)(=O)NC=1SC=C(N1)C(CC)NC(C1=CC=C(C=C1)C=1C=NC=C(C1)C(F)(F)F)=O